C(CC)(=O)OC(CC)=O r-propionic anhydride